ClC1=C(C(=O)N2COC3=C(C2)C=CC=C3C3=CC(=C(C(=O)OC)C=C3F)N3C2COCC3CC2)C(=CC(=C1)N1C[C@@H]2C[C@@H]([C@@H]2C1)O)Cl |r| Methyl 4-[3-[2,6-dichloro-4-[rac-(1R,5S,6S)-6-hydroxy-3-azabicyclo[3.2.0]heptan-3-yl]benzoyl]-2,4-dihydro-1,3-benzoxazin-8-yl]-5-fluoro-2-(3-oxa-8-azabicyclo[3.2.1]octan-8-yl)benzoate